[(1R)-1-(tert-butoxycarbonylamino)ethyl]-[(2S)-3-[[(1S)-2-tert-butoxy-1-methyl-2-oxo-ethyl]amino]-3-oxo-2-[(4-phenylphenyl)methyl]propyl]phosphinic acid C(C)(C)(C)OC(=O)N[C@@H](C)P(O)(=O)C[C@H](C(=O)N[C@H](C(=O)OC(C)(C)C)C)CC1=CC=C(C=C1)C1=CC=CC=C1